C1CCCC12CCC(CC2)OC=2N=NNC2C(=O)O 4-(spiro[4.5]dec-8-yloxy)-1H-1,2,3-triazole-5-carboxylic acid